C1(=CC=CC=C1)/C=C/CC (E)-4-phenylbut-3-ene